C(=O)C1=CC=C(C(CCl)=C1)O 5-formyl-salicyl chloride